NC=1SC(=CN1)C(=O)NC1=C(C=C(C(=C1)C(NC1=NC=C(C=C1)OCC1CC1)=O)F)C 2-Amino-N-[5-[[5-(cyclopropylmethoxy)pyridin-2-yl]carbamoyl]-4-fluoro-2-methylphenyl]-1,3-thiazole-5-carboxamide